CSCCC1CCN(CC1)C(=O)OC(C)(C)C tert-Butyl 4-(2-(methylthio)ethyl)piperidine-1-carboxylate